C(/C1=CC=CC=C1)=C/1\C(N(C(C1)=O)CCCCC(=O)N[C@@H]1[C@H](CCCC1)O)=O 5-(3-((E)-benzylidene)-2,5-diketopyrrolidinyl)-N-((1S,2S)-2-hydroxycyclohexyl)pentanamide